methyl (E)-4-(2-(4-(chloromethyl)oxazol-2-yl)vinyl)-3-fluorobenzoate ClCC=1N=C(OC1)/C=C/C1=C(C=C(C(=O)OC)C=C1)F